C(#N)C1C(NCCC1)(C)C 3-cyano-2,2-dimethylpiperidine